3-(8-bromo-6-hydroxynaphthalen-2-yl)propionic acid BrC=1C=C(C=C2C=CC(=CC12)CCC(=O)O)O